2-(2-Chloro-6-hydrazinyl-8-methyl-9H-purin-9-yl)-1-phenylethan-1-one ClC1=NC(=C2N=C(N(C2=N1)CC(=O)C1=CC=CC=C1)C)NN